NC[C@](O)(C1=CC=C(C=C1)C=1C=NNC1)C1=CC=C(C=C1)Cl (alphaS)-alpha-(Aminomethyl)-alpha-(4-chlorophenyl)-4-(1H-pyrazol-4-yl)benzenemethanol